FC1(C[C@H](CN=C1)N1S([C@@H](CC1)C)(=O)=O)F (5R)-2-[(3R)-5,5-difluoro-2,3,4,5-tetrahydropyridin-3-yl]-5-methyl-1λ6,2-thiazolidine-1,1-dione